N-(3-(diethylamino)propyl)-2-(4-(3-methyl-1,2,4-oxadiazol-5-yl)phenyl)benzo[d]imidazo[2,1-b]thiazole-7-carboxamide C(C)N(CCCNC(=O)C1=CC2=C(N3C(S2)=NC(=C3)C3=CC=C(C=C3)C3=NC(=NO3)C)C=C1)CC